CC1N(C=2C(=NC=C(N2)C2=C(C=C(C=C2)C2=NN=CN2)C)NC1=O)CCC1CCOCC1 3-methyl-6-(2-methyl-4-(4H-1,2,4-triazol-3-yl)phenyl)-4-(2-(tetrahydro-2H-pyran-4-yl)ethyl)-3,4-dihydropyrazino[2,3-b]pyrazin-2(1H)-one